(R)-8-(6-Cyclopropoxypyridin-3-yl)-1-(3,3-difluoro-1-methylpiperidin-4-yl)-3-methyl-1,3-dihydro-2H-imidazo[4,5-c]quinolin-2-one C1(CC1)OC1=CC=C(C=N1)C1=CC=2C3=C(C=NC2C=C1)N(C(N3[C@H]3C(CN(CC3)C)(F)F)=O)C